CN(C/C=C/C(=O)N(C)[C@@H]1C[C@H](C1)OC1=C2C=NNC2=CC(=C1)C1=CC=C(C=C1)O)C trans-(E)-4-(dimethylamino)-N-[3-[[6-(4-hydroxyphenyl)-1H-indazol-4-yl]oxy]Cyclobutyl]-N-methylbut-2-enamide